3-(4-fluoro-2-hydroxy-phenyl)-4,5-dimethyl-5-(trifluoromethyl)tetrahydrofuran FC1=CC(=C(C=C1)C1COC(C1C)(C(F)(F)F)C)O